pyridine-2,4-bisaldoxime N1=C(C=C(C=C1)C=NO)C=NO